FC(C(C)(C)O)(F)C=1C=C(C=CC1)C(C)=N[S@](=O)C(C)(C)C |r| (R/S)-N-(1-(3-(1,1-Difluoro-2-hydroxy-2-methylpropyl)phenyl)ethylidene)-2-methylpropane-2-sulfinamide